C(C)(C)C1=CC=C(C=C1)C1[C@@H]2CN(C[C@H]12)C(=O)C1CC2(C1)NC(OC2)=O (2s,4S)-2-((1R,5S,6S)-6-(4-Isopropylphenyl)-3-azabicyclo[3.1.0]hexan-3-carbonyl)-7-oxa-5-azaspiro[3.4]octan-6-on